4-((1s,4s)-4-aminocyclohexylamino)-2-((1r,4r)-4-methoxycyclohexylamino)pyrimidine-5-carboxamide NC1CCC(CC1)NC1=NC(=NC=C1C(=O)N)NC1CCC(CC1)OC